FC(OC=1C=CC(=NC1)OC1C(CN(C1)C=1C=2N(N=C(C1)C=1C(NC(NC1)=O)=O)C=CN2)(F)F)F 5-(8-(4-((5-(difluoromethoxy)pyridin-2-yl)oxy)-3,3-difluoropyrrolidin-1-yl)imidazo[1,2-b]pyridazin-6-yl)pyrimidine-2,4(1H,3H)-dione